N-cyclohexyl-4-nitro-2-(pyridin-2-yl)aniline C1(CCCCC1)NC1=C(C=C(C=C1)[N+](=O)[O-])C1=NC=CC=C1